CC1=CC=C(C=C1)S(=O)(=O)OCCC(CC1N(CCC2=C1NC1=CC=C(C=C21)Cl)C2=NC(=NC(=N2)C(F)(F)F)C(F)(F)F)O [4-[2-[4,6-bis(trifluoromethyl)-1,3,5-triazin-2-yl]-6-chloro-1,3,4,9-tetrahydropyrido[3,4-b]indol-1-yl]-3-hydroxy-butyl] 4-methylbenzenesulfonate